C[C@@H]1[C@@H](C[C@@H](C(N1CC(F)(F)F)=O)NC(=O)C1=CC2=C(S1)C[C@]1(C(NC3=NC=CC=C31)=O)C2)C2=CC=CC=C2 (R)-N-((3S,5S,6R)-6-methyl-2-oxo-5-phenyl-1-(2,2,2-trifluoroethyl)piperidin-3-yl)-2'-oxo-1',2',4,6-tetrahydrospiro[cyclopenta[b]thiophene-5,3'-pyrrolo[2,3-b]pyridine]-2-carboxamide